2-chloro-N-methoxy-N-methylquinoline-4-carboxamide ClC1=NC2=CC=CC=C2C(=C1)C(=O)N(C)OC